C=C1C=CC=C2C=CC(C=C12)=N 8-methylenenaphthalen-2-imine